FC(C1CC(C1)NC(=O)NCC1=CC(=CC=C1)C(F)(F)F)F 1-((1s,3s)-3-(difluoromethyl)cyclobutyl)-3-(3-(trifluoromethyl)benzyl)urea